C(C)N(C(=O)C1CC(CCC1)NC(=O)C=1C=C(C=NC1OC)C1=CC=C2C(=NNC2=C1)C(=O)NC)CC 6-(5-{[3-(diethylcarbamoyl)-cyclohexyl]carbamoyl}-6-methoxypyridin-3-yl)-N-methyl-1H-indazole-3-carboxamide